C(C)(C)(C)[C@@]1(N(C[C@H](C1)C1=CC=CC=C1)C(=O)O)C(N[C@H](C(=O)NCC1=CC2=C(NC(=N2)C)C(=C1)Cl)C)=O.C=C1C[C@H]2[C@@H]3CC[C@H](CC)[C@]3(CC[C@@H]2[C@]2(CCCC=C12)C)C 6-methylenepregna-4-ene tert-butyl-(2r,4r)-2-(((S)-1-(((7-chloro-2-methyl-1H-benzo[d]imidazol-5-yl)methyl)amino)-1-oxopropan-2-yl)carbamoyl)-4-phenylpyrrolidine-1-carboxylate